ClC=1C(=CC2=C(OCCC3=C2C=CC=C3)C1)C=O 3-chloro-6,7-dihydrodibenzo[b,d]oxepine-2-carbaldehyde